BrC1=CC(=C(OC2=NC=C(C=C2F)Cl)C=C1)F (4-bromo-2-fluorophenoxy)-5-chloro-3-fluoropyridine